(6-(4-chlorophenyl)-2-(pyridin-3-yl)pyrimidin-4-yl)-5-(methylsulfonyl)-2,5-diazabicyclo[2.2.1]heptane ClC1=CC=C(C=C1)C1=CC(=NC(=N1)C=1C=NC=CC1)C12NCC(N(C1)S(=O)(=O)C)C2